C(CCC)OC(=O)N(C)CC1=C(N=NN1C)C1=CC=C(C(=N1)C1CC1)O[C@@H]1C[C@H](CCC1)C(=O)O (1S,3S)-3-((6-(5-(((butoxycarbonyl)(methyl)amino)methyl)-1-methyl-1H-1,2,3-triazol-4-yl)-2-cyclopropylpyridin-3-yl)oxy)cyclohexanecarboxylic acid